N1N=CNC1 4,5-dihydro-1H-1,2,4-triazol